3-(3-bromophenyl)-3-[tert-butyl-(dimethyl)silyl]oxy-propionylhydrazine BrC=1C=C(C=CC1)C(CC(=O)NN)O[Si](C)(C)C(C)(C)C